N1=CN=C(C2=C1NC1=C2C=CN=C1)N 9H-pyrido[4',3':4,5]Pyrrolo[2,3-d]Pyrimidin-4-amine